6-(3-(dimethyl-(phenyl)silyl)-1,1-difluoropropyl)pyridin-2-amine-13C C[Si](CCC(F)(F)C1=CC=C[13C](=N1)N)(C1=CC=CC=C1)C